O[C@H]1C[C@@](N(C1)C(=O)C1=NC(=C2N1CCC1=CC(=C(C=C21)C=2N=NN(N2)C)OC)C=2SC=CC2)(C#N)C (2R,4S)-4-hydroxy-1-(8-methoxy-9-(2-methyl-2H-tetrazol-5-yl)-1-(thiophen-2-yl)-5,6-dihydroimidazo[5,1-a]isoquinoline-3-carbonyl)-2-methylpyrrolidine-2-carbonitrile